tert-butyl N-[(1S)-1-{[(1S,2S)-2-methyl-1-(methylcarbamoyl)butyl] carbamoyl}-2-{1H-pyrrolo[2,3-b]pyridin-3-yl}ethyl]carbamate C[C@H]([C@@H](C(NC)=O)NC(=O)[C@H](CC1=CNC2=NC=CC=C21)NC(OC(C)(C)C)=O)CC